C(C1=CC=CC=C1)[C@H]1N(OCC1)C1=CC(=NC=N1)NC=1C(=CC(=C(C1)NC(C=C)=O)N1CCN(CC1)C1CCOCC1)OC N-(5-((6-((R)-3-benzylisoxazolidine-2-yl)pyrimidine-4-yl)amino)-4-methoxy-2-(4-(tetrahydro-2H-pyran-4-yl)piperazine-1-yl)phenyl)acrylamide